2-(3-Chlorophenyl)-2-methylpropyl ((S)-1-(((S)-1-hydroxy-3-((S)-2-oxopyrrolidin-3-yl) propan-2-yl) amino)-4-methyl-1-oxopentan-2-yl)carbamate OC[C@H](C[C@H]1C(NCC1)=O)NC([C@H](CC(C)C)NC(OCC(C)(C)C1=CC(=CC=C1)Cl)=O)=O